(R)-4-((1R,3R,5S,6R)-6-(1-isopropyl-3-(5-(trifluoromethyl)pyridin-3-yl)-1H-1,2,4-triazol-5-yl)bicyclo[3.1.0]hexane-3-yl)-3-methylmorpholine C(C)(C)N1N=C(N=C1C1[C@H]2CC(C[C@@H]12)N1[C@@H](COCC1)C)C=1C=NC=C(C1)C(F)(F)F